N-(1-(2-fluoro-6-methylphenyl)piperidin-4-yl)-2-nitrobenzamide FC1=C(C(=CC=C1)C)N1CCC(CC1)NC(C1=C(C=CC=C1)[N+](=O)[O-])=O